(2S)-4-hydroxy-1-(6-oxo-6-undecyloxy-hexyl)pyrrolidine-2-carboxylic acid [5-(1-octylnonyloxy)-5-oxo-pentyl] ester C(CCCCCCC)C(CCCCCCCC)OC(CCCCOC(=O)[C@H]1N(CC(C1)O)CCCCCC(OCCCCCCCCCCC)=O)=O